[OH-].C(C=C)CC=C[NH+](CCC)CCC allylpropenyl-dipropylammonium hydroxide